Cl[Si](CCCCCCCC[Si](C)(C)Cl)(C)C 1,8-bis(chlorodimethylsilyl)octane